C(C1=CC=CC=C1)N(C(O)=O)[C@H]1[C@@H](NC(C1)=O)C1=C(C=CC=C1)F.BrC1=NC=CN=C1C(C1=CC=C(C=C1)C(F)(F)F)=O 2-bromo-3-[4-(trifluoromethyl)benzoyl]pyrazine trans-benzyl-(2-(2-fluorophenyl)-5-oxopyrrolidin-3-yl)carbamate